NCCCCCCCCCC1=CC2=C(N(C(N2C)=O)C2C(NC(CC2)=O)=O)C=C1 3-(5-(9-aminononyl)-3-methyl-2-oxo-2,3-dihydro-1H-benzo[d]imidazol-1-yl)piperidine-2,6-dione